C(C(C)C)NS(=O)(=O)C1=CC=2C(C3=CC(=CC=C3C2C=C1)S(=O)(=O)NCC(C)C)=O N2,N7-diisobutyl-9-oxo-9H-fluorene-2,7-disulfonamide